(1H-imidazol-4-yl)-N-(1-((1-methyl-1H-imidazol-4-yl)sulfonyl)piperidin-4-yl)-5-(trifluoromethyl)pyrimidin-2-amine N1C=NC(=C1)C1=NC(=NC=C1C(F)(F)F)NC1CCN(CC1)S(=O)(=O)C=1N=CN(C1)C